5-{[4-hydroxy-1-(2-hydroxybenzoyl)piperidin-4-yl]methyl}-1-phenyl-1H,4H,5H-pyrazolo[3,4-d]pyrimidin-4-one OC1(CCN(CC1)C(C1=C(C=CC=C1)O)=O)CN1C=NC2=C(C1=O)C=NN2C2=CC=CC=C2